(2R)-1-[2-[4-amino-1-ethyl-3-[(4-fluorophenyl)methyl]-2,6-dioxo-pyrimidin-5-yl]-2-oxo-ethyl]piperidine-2-carboxamide NC=1N(C(N(C(C1C(CN1[C@H](CCCC1)C(=O)N)=O)=O)CC)=O)CC1=CC=C(C=C1)F